CC(C)(C)OC(=O)NCCN1C(=NC2=C1C=CC(=C2)C(=O)N2C[C@@H](CCC2)NC(OC(C)(C)C)=O)C=2N(C1=CC=CC=C1C2)CC 1,1-dimethylethyl ((3R)-1-{[1-[2-({[(1,1-dimethylethyl)oxy]carbonyl}amino)ethyl]-2-(1-ethyl-1H-indol-2-yl)-1H-benzimidazol-5-yl]carbonyl}-3-piperidinyl)carbamate